FC1=C(C=CC=C1)C1=CC=CC=2SC3=C(C21)C=CC=C3 1-(2-fluorophenyl)dibenzothiophene